ClC=1C=C(C(=O)NC2=C3C(N(C(=NC3=C(C=C2)C)C(F)(F)F)CC2=C(C=CC=C2)OC(F)(F)F)=O)C=C(C1O)Cl 3,5-dichloro-4-hydroxy-N-(8-methyl-4-oxo-3-(2-(trifluoromethoxy)benzyl)-2-(trifluoromethyl)-3,4-dihydroquinazolin-5-yl)benzamide